C(C)(C)(C)OC(=O)NC1=NC=CC(=C1)C1=CC=C2C(=N1)N(C(=N2)C#CC2CCN(CC2)C(=O)OC(C)(C)C)C2CC2 tert-butyl 4-((5-(2-((tert-butoxycarbonyl)amino)pyridin-4-yl)-3-cyclopropyl-3H-imidazo[4,5-b]pyridin-2-yl)ethynyl)piperidine-1-carboxylate